(2R)-2-(2-(4-bromophenyl)-4-(4-fluorophenyl)oxazol-5-yl)-3-(2-(2-oxo-2,3-dihydro-1H-benzo[d]imidazol-5-yl)ethyl)oxazolid BrC1=CC=C(C=C1)C=1OC(=C(N1)C1=CC=C(C=C1)F)[C-]1OC=CN1CCC1=CC2=C(NC(N2)=O)C=C1